C(C=C)(=O)OC1=NC(=NC(=N1)OCC=C)OCC=C 4,6-bis(allyloxy)-1,3,5-triazin-2-yl acrylate